13-amino-2,5,8,11-tetraoxatridecyl-5-((4-(trifluoromethyl)pyrimidin-2-yl)amino)tetrahydro-2H-pyran-3,4-diol NCCOCCOCCOCCOCC1OCC(C(C1O)O)NC1=NC=CC(=N1)C(F)(F)F